C1[C@H](NC(=S)S1)C(=O)O (4R)-(-)-2-Thioxothiazolidine-4-carboxylic Acid